OCOC1=CC=C(C=C1)N=NC1=CC=CC=C1 4-Hydroxymethoxyazobenzene